[IH]1[IH]C(C=C1)NC(=O)CCCN(C)C 1,2-diiodolylcarbamyl-3-dimethylaminopropane